NCC#CC(=O)O 4-aminotetrolic acid